ClC=1C=C(C=C(C1)Cl)[C@H](C)N (S)-1-(3,5-dichlorophenyl)ethan-1-amine